C(C)(C)(C)OC(=O)C1=CC=NC2=CC=C(C=C12)N1[C@@H]([C@H](OCC1)C)COC 6-((2R,3R)-3-(methoxymethyl)-2-methylmorpholino)quinoline-4-carboxylic acid tert-butyl ester